COC(=O)[C@H]1CN([C@H](CC1)C)C(CC1=CC=C(C=C1)O)=O (3R,6S)-1-(2-(4-hydroxyphenyl)acetyl)-6-methylpiperidine-3-carboxylic acid methyl ester